N-[(4-{[4-fluoro-1-(methylsulfonyl)piperidin-4-yl]methoxy}-3-nitrophenyl)sulfonyl]-2-(1H-pyrrolo[2,3-b]pyridin-5-yloxy)benzamide hydroxy-3-methylbutanoate OC(C(=O)O)C(C)C.FC1(CCN(CC1)S(=O)(=O)C)COC1=C(C=C(C=C1)S(=O)(=O)NC(C1=C(C=CC=C1)OC=1C=C2C(=NC1)NC=C2)=O)[N+](=O)[O-]